hydrochloric acid-fluoride salt [F-].Cl